ClC1=C(C(=O)OC2=C(C=C(C=C2)CC)OC)C=CC=C1 2-methoxy-4-ethylphenyl 2-chlorobenzoate